(S)-N-(3-(cyclopentylsulfonyl)phenyl)-6-((1-hydroxypropan-2-yl)amino)-2-(6-azaspiro[2.5]octan-6-yl)nicotinamide C1(CCCC1)S(=O)(=O)C=1C=C(C=CC1)NC(C1=C(N=C(C=C1)N[C@H](CO)C)N1CCC2(CC2)CC1)=O